5-cyclopropyl-1H-pyrazole-2-carboxylic acid tert-butyl ester C(C)(C)(C)OC(=O)N1NC(=CC1)C1CC1